C(C)(C)(C)OC(=O)OC1=C(C(=O)OC(C)(C)C)C(=CC=C1C(=C)C)COCC(F)(F)F tert-butyl 2-((tert-butoxycarbonyl)oxy)-3-(prop-1-en-2-yl)-6-((2,2,2-trifluoroethoxy)methyl)benzoate